N-(4-(2-(4-ethoxy-3-fluorophenyl)propyl)-6-(((R)-1-hydroxy-4-methylpent-2-yl)amino)-1,3,5-triazin-2-yl)methanesulfonamide C(C)OC1=C(C=C(C=C1)C(CC1=NC(=NC(=N1)N[C@@H](CO)CC(C)C)NS(=O)(=O)C)C)F